ClC1=CC=NC(=C1C=O)N1N=CC2=C(C=C3CCCCN23)C1=O 4-chloro-2-(1-oxo-6,7,8,9-tetrahydropyridazino[4,5-b]indolizin-2(1H)-yl)nicotinaldehyde